C(C)(C)(C)C1C(CCCC1)OCC(CC)O (2-tert-butylcyclohexyl)oxybutan-2-ol